C1(CC1)CNC(C1=CC=C(C=C1)C1=NC=CC2=C1C=CO2)=O N-(cyclopropyl-methyl)-4-(furo[3,2-c]pyridin-4-yl)benzamide